C(C1=CC=CC=C1)OCC1CCN(CC1)C1=CC(=C(C(=O)OC(C)(C)C)C=C1)[N+](=O)[O-] tert-butyl 4-(4-((benzyloxy) methyl) piperidin-1-yl)-2-nitrobenzoate